C(C1=CC=CC=C1)(C1=CC=CC=C1)=NC=1C=CC=2C(N(C3=CC=CC1C23)C2C(NC(CC2)=O)=O)=O 3-[5-(benzhydrylideneamino)-2-oxo-benzo[ct]indol-1-yl]piperidine-2,6-dione